methyl-isopropylamine CNC(C)C